(R)-(1-methylcyclopropyl)(4-(piperidin-3-ylamino)-1H-pyrrolo[2,3-b]pyridin-3-yl)methanone hydrochloride Cl.CC1(CC1)C(=O)C1=CNC2=NC=CC(=C21)N[C@H]2CNCCC2